Chlorohexen-1-one ClC(C=CCCC)=O